The molecule is a steroidal acyl-CoA that results from the formal condensation of the thiol group of coenzyme A with the carboxy group of 20-methyl-3-oxopregna-4,17-dien-21-oic acid. It is a conjugate acid of a 20-methyl-3-oxopregna-4,17-dien-21-oyl-CoA(4-). C/C(=C/1\\CC[C@@H]2[C@@]1(CC[C@H]3[C@H]2CCC4=CC(=O)CC[C@]34C)C)/C(=O)SCCNC(=O)CCNC(=O)[C@@H](C(C)(C)COP(=O)(O)OP(=O)(O)OC[C@@H]5[C@H]([C@H]([C@@H](O5)N6C=NC7=C(N=CN=C76)N)O)OP(=O)(O)O)O